FC=1C=C(C=C(C1)C(C)SC1=NN=CN1C)N1C(C2=CC=CC(=C2C1)C(F)(F)F)=O 2-(3-fluoro-5-(1-((4-methyl-4H-1,2,4-triazol-3-yl)thio)ethyl)phenyl)-4-(trifluoromethyl)isoindolin-1-one